C(\C=C/C(=O)O)(=O)O.C(C)(C)(C)NC[C@@H](COC1=NSN=C1N1CCOCC1)O (2S)-1-(tert-butylamino)-3-[(4-morpholin-4-yl-1,2,5-thiadiazol-3-yl)oxy]propan-2-ol maleate salt